O1C=C(C2=C1C=CC=C2)C=2C(C(=C(N(C2C)C)C)C(=O)NC2=CC(=C(C=C2)OC2=CC=NC1=CC(=CN=C21)OCCOC)F)=O 5-(1-benzofuran-3-yl)-N-[3-fluoro-4-[[7-(2-methoxyethoxy)-1,5-naphthyridin-4-yl]oxy]phenyl]-1,2,6-trimethyl-4-oxopyridine-3-carboxamide